benzyl ((5-(((3S,6S)-1,1-difluoro-5-azaspiro[2.4]heptane-6-carboxamido)methyl) thiophen-3-yl)(imino)methyl)carbamate FC1(C[C@@]12CN[C@@H](C2)C(=O)NCC2=CC(=CS2)C(=N)NC(OCC2=CC=CC=C2)=O)F